(4-methoxyphenyl)-3-(5-methylthiazol-4-yl)-6-(2-phenoxyethoxy)-1H-inden-1-one COC1=CC=C(C=C1)C=1C(C2=CC(=CC=C2C1C=1N=CSC1C)OCCOC1=CC=CC=C1)=O